CC(CO)C(C(C)CC=C)C 2,3-dimethyl-4-allyl-amyl alcohol